C(#N)C=1C=C(C(=O)N2C3CN(CC2CC3)C3=C2C(=NC(=C3)NC(=O)C3CC3)NC=C2)C=CC1 N-(4-(8-(3-cyanobenzoyl)-3,8-diazabicyclo[3.2.1]oct-3-yl)-1H-pyrrolo[2,3-b]pyridin-6-yl)cyclopropylcarboxamide